C(OC(C)(C)C)(OC=1SC2=C(N1)C(=CC=C2F)N)=O tert-butyl (4-amino-7-fluorobenzothiazol-2-yl) carbonate